3-n-octylpentamethyldisiloxane C(CCCCCCC)[Si](O[Si](C)(C)C)(C)C